S1C(=CC=C1)/C=C/C1=NN(C=C1)COCC(COCN1N=C(C=C1)\C=C\C=1SC=CC1)COCN1N=C(C=C1)\C=C\C=1SC=CC1 1,1'-(((2-(((3-((E)-2-(thiophen-2-yl)vinyl)-1H-pyrazol-1-yl)methoxy)methyl)propane-1,3-diyl)bis(oxy))bis(methylene))bis(3-((E)-2-(thiophen-2-yl)vinyl)-1H-pyrazole)